6-[(2S)-2-aminopropyl]-7-methyl-N-[(3-methylthiophen-2-yl)methyl]thieno[3,2-c]pyridazin-4-amine N[C@H](CC1=C(C=2N=NC=C(C2S1)NCC=1SC=CC1C)C)C